3-trifluoromethyl-adiponitrile FC(C(CC#N)CCC#N)(F)F